(8-fluoro-1-methyl-6-(trifluoromethyl)-3,4-dihydroisoquinolin-2(1H)-yl)((R)-morpholin-2-yl)methanone trifluoroacetic acid salt FC(C(=O)O)(F)F.FC=1C=C(C=C2CCN(C(C12)C)C(=O)[C@H]1CNCCO1)C(F)(F)F